(S)-5-(3-(6-chloro-1,3,4,9-tetrahydro-2H-pyrido[3,4-b]indol-2-yl)-3-oxopropyl)-5-cyclopropylimidazolidine-2,4-dione ClC=1C=C2C3=C(NC2=CC1)CN(CC3)C(CC[C@@]3(C(NC(N3)=O)=O)C3CC3)=O